C(\C=C\C=C/CCCCC)(=O)[O-] 2E,4Z-decadienoate